C(C)(=O)N1[C@H]([C@@H]([C@H](C2=CC(=CC=C12)C(=O)NC(C)C)NC1=NC(=CC=C1)C)C)CC |r| rac-(2S,3R,4R)-1-acetyl-2-ethyl-N-isopropyl-3-methyl-4-((6-methylpyridin-2-yl)amino)-1,2,3,4-tetrahydroquinoline-6-carboxamide